1-(cyclohexylmethyl)-4-methoxycyclohexane C1(CCCCC1)CC1CCC(CC1)OC